BrC=1C=C(C=C2C(=CNC12)C(C)O)F 1-(7-bromo-5-fluoro-1H-indol-3-yl)ethanol